BrC=1C=C2C(C(NC2=CC1)=O)=NN=C1SCC(N1C1=C(C=CC=C1)Cl)=O 5-bromo-3-(2-(3-(2-chlorophenyl)-4-oxothiazolidin-2-ylidene)hydrazono)indol-2-one